FC1=C2C(=CNC2=CC=C1F)CCN(C)C 2-(4,5-difluoro-1H-indol-3-yl)-N,N-dimethylethan-1-amine